O=C1N=C(C=C2N1CC13N2CC(C1)C3)OCC3=C(C#N)C=CC=C3 (((1-oxo-7,8-dihydro-1H,6H,9H-7,8a-methanopyrrolo[1',2':3,4]imidazo[1,2-c]pyrimidin-3-yl)oxy)methyl)benzonitrile